BrC=1C(=NC(=NC1)NC=1C(=NN(C1)C1CCN(CC1)C)C)NCCCN1C(OC(CC1)(C)C)=O 3-(3-((5-bromo-2-((3-methyl-1-(1-methylpiperidin-4-yl)-1H-pyrazol-4-yl)amino)pyrimidin-4-yl)amino)propyl)-6,6-dimethyl-1,3-oxazinan-2-one